6-[6-chloro-3-(5-chloro-2-methoxypyridine-3-sulfonamido)-2-fluorophenyl]-N-methylimidazo[1,5-a]pyrazine-1-carboxamide ClC1=CC=C(C(=C1C=1N=CC=2N(C1)C=NC2C(=O)NC)F)NS(=O)(=O)C=2C(=NC=C(C2)Cl)OC